(6aR,9R,10aR)-N-(3,3-difluorocyclobutyl)-1-hydroxy-6,6-dimethyl-3-(2-methyloctan-2-yl)-6a,7,8,9,10,10a-hexahydro-6H-benzo[c]chromene-9-carboxamide FC1(CC(C1)NC(=O)[C@H]1C[C@@H]2[C@H](C(OC3=CC(=CC(=C23)O)C(C)(CCCCCC)C)(C)C)CC1)F